3,5'-Di(carbazol-9-yl)[1,1'-biphenyl]-3,5-dicarbonitrile C1=CC=CC=2C3=CC=CC=C3N(C12)C1(CC(=CC(=C1)C#N)C1=CC=CC(=C1)N1C2=CC=CC=C2C=2C=CC=CC12)C#N